CC=1N(C(=CC1)C)C1=CC(=CC(=N1)CCC=1C=C(C=C(C1F)F)C#C[C@@H]1N(C[C@@H](C1)OCC)C(=O)OCC1=CC=CC=C1)C Benzyl (2R,4R)-2-((3-(2-(6-(2,5-dimethyl-1H-pyrrol-1-yl)-4-methylpyridin-2-yl)ethyl)-4,5-difluorophenyl)ethynyl)-4-ethoxypyrrolidine-1-carboxylate